cis-8-ethylamino-1-[(1-hydroxy-cyclobutyl)-methyl]-8-phenyl-3-[2-(trifluoromethyl)-pyrimidin-5-yl]-1,3-diazaspiro[4.5]decan-2-one C(C)NC1(CCC2(CN(C(N2CC2(CCC2)O)=O)C=2C=NC(=NC2)C(F)(F)F)CC1)C1=CC=CC=C1